C(C)(C)[Si](OC1=CC=C2C(=CC(OC2=C1)=O)C)(C(C)C)C(C)C 7-triisopropylsiloxy-4-methylcoumarin